COC=1C(=NC=C(C1)N1N=CC=N1)C=1N=C2N(C=CC(=N2)C2CC(NC(C2)(C)C)(C)C)C1 2-(3-methoxy-5-(2H-1,2,3-triazol-2-yl)pyridin-2-yl)-7-(2,2,6,6-tetramethylpiperidin-4-yl)imidazo[1,2-a]pyrimidine